(Z)-2-azido-3-[2-(2-fluorophenyl)thiazol-5-yl]prop-2-enoic acid ethyl ester C(C)OC(/C(=C/C1=CN=C(S1)C1=C(C=CC=C1)F)/N=[N+]=[N-])=O